ethyl 6-bromobenzofuran-3-carboxylate BrC1=CC2=C(C(=CO2)C(=O)OCC)C=C1